4-Aminobenzoic acid tert-butyl ester C(C)(C)(C)OC(C1=CC=C(C=C1)N)=O